5-Fluoro-3-(2-(6-(1-methyl-1H-pyrazol-4-yl)-1-oxoisoindolin-2-yl)butanamido)-4-oxoPentanic acid FCC(C(CC(=O)O)NC(C(CC)N1C(C2=CC(=CC=C2C1)C=1C=NN(C1)C)=O)=O)=O